methyl-5-bromo-6-fluoro-2-[[(1R,3S)-3-[[6-oxo-5-(trifluoromethyl)-1-(2-trimethylsilylethoxymethyl)pyridazin-4-yl]amino]cyclohexyl]methyl]isoindolin-1-one CC1N(C(C2=CC(=C(C=C12)Br)F)=O)C[C@H]1C[C@H](CCC1)NC=1C=NN(C(C1C(F)(F)F)=O)COCC[Si](C)(C)C